methyl 5-(3-aminocyclobutoxy)pyridine-2-carboxylate NC1CC(C1)OC=1C=CC(=NC1)C(=O)OC